ClC1=C(C(=O)C2=CNC3=NC=C(C=C32)C3=CC=C(C=C3)N3CCN(CC3)C(=O)OC(C)(C)C)C(=CC=C1NS(N(C)CC)(=O)=O)F tert-butyl 4-[4-[3-[2-chloro-3-[[ethyl(methyl)sulfamoyl]amino]-6-fluoro-benzoyl]-1H-pyrrolo[2,3-b]pyridin-5-yl]phenyl]piperazine-1-carboxylate